tert-butyl 4-((4-(((2-hydroxyethyl)amino)methyl)-1H-indol-1-yl)methyl)piperidine-1-carboxylate OCCNCC1=C2C=CN(C2=CC=C1)CC1CCN(CC1)C(=O)OC(C)(C)C